4-chloro-1-(2-trimethylsilylethoxymethyl)pyrazolo[3,4-b]pyridine-3-carbonitrile ClC1=C2C(=NC=C1)N(N=C2C#N)COCC[Si](C)(C)C